4-(N-(3-chloro-4-cyano-1H-indol-7-yl)sulfamoyl)benzenesulfonyl fluoride ClC1=CNC2=C(C=CC(=C12)C#N)NS(=O)(=O)C1=CC=C(C=C1)S(=O)(=O)F